C(C)(C)(C)OC(NCC1=CC(=NN1)C(N(C)C)=O)=O.NCCC[Si](OC)(OC)OC (3-Aminopropyl)trimethoxysilan tert-butyl-N-[[3-(dimethylcarbamoyl)-1H-pyrazol-5-yl]methyl]carbamate